C(=O)[O-] exo-format